ClC1=CC=C(C=C1)S(=O)C1=CC=C(C=C1)Cl 4-Chlorophenyl sulfoxide